2-[4-[(1-Methylindazol-5-yl)amino]-3-oxo-1H-pyrrolo[3,4-c]pyridin-2-yl]acetic acid CN1N=CC2=CC(=CC=C12)NC1=NC=CC2=C1C(N(C2)CC(=O)O)=O